[2H]C=1C(=CC(=NC1)C(=O)N)NC(=O)[C@@H]1O[C@]([C@H]([C@H]1C1=C(C(=C(C=C1)F)F)OC)C)(C(F)(F)F)C 5-Deuterio-4-[[(2R,3S,4S,5R)-3-(3,4-difluoro-2-methoxyphenyl)-4,5-dimethyl-5-(trifluoromethyl)tetrahydrofuran-2-carbonyl]amino]pyridin-2-carboxamid